7-(difluoromethyl)-3-((3-fluoro-4-((2-(trifluoromethyl)pyridin-4-yl)oxy)benzyl)oxy)-7,8-dihydro-1H,6H,9H-7,8a-methanopyrrolo[1',2':3,4]imidazo[1,2-c]pyrimidin-1-one FC(C12CC3(N(C=4N(C(N=C(C4)OCC4=CC(=C(C=C4)OC4=CC(=NC=C4)C(F)(F)F)F)=O)C3)C1)C2)F